NC=1SC(=CN1)C(=O)NC1=C(C=C(C(=C1)C(NC1=NC=C(C=C1)CC)=O)F)C 2-Amino-N-[5-[(5-ethylpyridin-2-yl)carbamoyl]-4-fluoro-2-methylphenyl]-1,3-thiazole-5-carboxamide